2-(4-(benzyloxy)-3-(4-phenylbutoxy)benzylamino)ethanol tert-Butyl-2-(2-{[7-(5-methyl-1,2,4-oxadiazol-3-yl)isoquinolin-1-yl]amino}ethyl)-3H-imidazo[4,5-b]pyridine-6-carboxylate C(C)(C)(C)N1C(=NC=2C1=NC=C(C2)C(=O)OCCNCC2=CC(=C(C=C2)OCC2=CC=CC=C2)OCCCCC2=CC=CC=C2)CCNC2=NC=CC1=CC=C(C=C21)C2=NOC(=N2)C